N,N-dimethyl-N-benzylanilinium hexafluoroantimonate F[Sb-](F)(F)(F)(F)F.C[N+](C1=CC=CC=C1)(CC1=CC=CC=C1)C